FC(C1=CC=2N(C3=CC=CC=C3SC2C=C1)CCCCCOC1=CC=C2CCC(NC2=C1)=O)(F)F 7-((5-(2-(trifluoromethyl)-10H-phenothiazin-10-yl)pentyl)oxy)-3,4-dihydro-quinolin-2(1H)-one